O1C(=CC(=C1)C(=O)O)C(=O)O 2,4-furandicarboxylic acid